2-hydroxy-tris(hydroxyphenyl)triazine ON1NC(=C(C(=N1)C1=C(C=CC=C1)O)C1=C(C=CC=C1)O)C1=C(C=CC=C1)O